1,3-diethylimidazolium hydrogen sulfate S(=O)(=O)(O)[O-].C(C)N1C=[N+](C=C1)CC